C(C)OC(=O)C1=C(C=NC=C1)/N=C\1/N(CCC1)CC1=CC=C(C=C1)OC Ethyl-3-{[(2E)-1-[(4-methoxyphenyl)methyl]pyrrolidin-2-ylidene]amino}pyridine-4-carboxylate